2,2'-azobis(2,4-dimethyl-4-methoxyvaleronitril) N(=NC(C#N)(CC(C)(C)OC)C)C(C#N)(CC(C)(OC)C)C